3-(benzo[b]thiophene-5-carbonyl)-3-methyl-azetidine-1-carboxylic acid tert-butyl ester C(C)(C)(C)OC(=O)N1CC(C1)(C)C(=O)C1=CC2=C(SC=C2)C=C1